C1NCC12CN(CC2)C2=CC=C(C=N2)C=2C=1N(C=C(C2)OCC)N=C2C1C=NN2 4-(6-(2,6-diazaspiro[3.4]octan-6-yl)pyridine-3-yl)-6-ethoxy-1H-pyrazolo[3',4':3,4]pyrazolo[1,5-a]pyridine